The molecule is zwitterionic form of 3-chloro-D-alanine having an anionic carboxy group and a protonated amino group; major species at pH 7.3. It is an amino acid zwitterion and an organochlorine compound. It is a tautomer of a 3-chloro-D-alanine. C([C@H](C(=O)[O-])[NH3+])Cl